ClC1=C(C(=CC=C1)NC1=NC(=NC=C1Cl)Cl)N(S(=O)(=O)C)C N-(2-chloro-6-((2,5-dichloropyrimidin-4-yl)amino)phenyl)-N-methylmethanesulfonamide